COC(C1CCN(CC1)C1=CC=C(C=C1)[C@H]1C2(CCC3=CC(=CC=C13)O)CCC2)OC (R)-1'-(4-(4-(Dimethoxymethyl)piperidin-1-yl)phenyl)-3',4'-dihydro-1'H-spiro[cyclobutane-1,2'-naphthalen]-6'-ol